ClC1=NC(=C2N(C=NC2=N1)C)Cl 2,6-dichloro-7-methylpurine